2-((S)-pyrrolidin-3-yl)butyric acid methyl ester hydrochloride Cl.COC(C(CC)[C@H]1CNCC1)=O